C(O)(O)=O.FC(C(C(F)(F)F)(F)O)(F)O perfluoro-1,2-propylene glycol carbonate